CCCCCCCC/C=C\\C=C\\C=C\\[C@H]([C@H](CCCC(=O)O)O)SC[C@@H](C(=O)NCC(=O)O)N The molecule is a leukotriene that is (5S,7E,9E,11Z)-5-hydroxyicosa-7,9,11-trienoic acid in which an L-cysteinylglycinyl group is attached at position 6R via a sulfide linkage. It has a role as a mouse metabolite, a rat metabolite and a xenobiotic metabolite. It is a leukotriene, an organic sulfide and a dipeptide.